N-Boc-aminovaleric acid C(=O)(OC(C)(C)C)NC(C(=O)O)CCC